C(C1=CC=CC=C1)N1N=C(N=N1)NC(C1=CC=C(C=C1)S(F)(F)(F)(F)F)=O N-(2-benzyl-2H-tetrazol-5-yl)-4-(pentafluoro-λ6-sulfaneyl)benzamide